ClC1=CC/2=C(N(C(=N\C2=N/[C@H](C)C2=C(C(=CC=C2)C(F)(F)F)C)C)C)N=C1 (R,Z)-6-chloro-1,2-dimethyl-N-(1-(2-methyl-3-(trifluoromethyl)phenyl)ethyl)pyrido[2,3-d]pyrimidin-4(1H)-imine